5-Amino-3-[2-[4-[4-(2-methoxyethoxy)phenyl]piperazin-1-yl]ethyl]-1-methyl-8-oxazol-2-yl-[1,2,4]triazolo[5,1-f]purin-2-one NN1C=NC(=C2N3C(N=C12)N(C(N3C)=O)CCN3CCN(CC3)C3=CC=C(C=C3)OCCOC)C=3OC=CN3